CC1(OB(OC1(C)C)C=1C2(CC2)CCC1)C 4,4,5,5-tetramethyl-2-{spiro[2.4]hept-4-en-4-yl}-1,3,2-dioxaborolane